4-n-heptyl-oxysalicylic acid C(CCCCCC)OC=1C=C(C(C(=O)O)=CC1)O